(4-fluorobenzoyl)butyric acid FC1=CC=C(C(=O)C(C(=O)O)CC)C=C1